FC(C1=CC=C(C=C1)C=1OC=2C(C1)=C(C=CC2)O)(F)F 2-(4-trifluoromethylphenyl)benzofuran-4-ol